ClC=1C=C(C=C(C1)Cl)[C@@]1(CC(=NO1)C1=CC(=C(C(=O)O)C=C1)C)C(F)(F)F (5S)-4-[5-(3,5-dichlorophenyl)-5-(trifluoromethyl)-4H-isoxazol-3-yl]-2-methylbenzoic acid